S1C=NC(=C1)C(=O)Br Thiazole-4-carboxylic acid bromide